FC1=C(C=CC(=C1)F)C(C)N 1-(2,4-difluoro-phenyl)ethan-1-amine